4-(10-bromo-9-chloro-5-oxo-2,3-dihydro-5H-[1,4]thiazino[2,3,4-ij]quinazolin-7-yl)-3-((methylsulfonyl)methyl)piperazine-1-carboxylate BrC1=C(C=C2C(=NC(N3C2=C1SCC3)=O)N3C(CN(CC3)C(=O)[O-])CS(=O)(=O)C)Cl